ethyl (Z)-2-azido-3-imidazo[1,2-a]pyridin-7-yl-prop-2-enoate N(=[N+]=[N-])\C(\C(=O)OCC)=C/C1=CC=2N(C=C1)C=CN2